di-n-butyl-ethyl-magnesium C(CCC)C(C)([Mg])CCCC